C(C1CO1)N(CC1CO1)CC1=CC=C(C=C1)CN(CC1CO1)CC1CO1 1,4-bis(N,N-diglycidyl-aminomethyl)benzene